(2S,3R,4R,5S)-4-[[3-[4-methoxy-6-(trifluoromethyl)-3-pyridinyl]-4,5-dimethyl-5-(trifluoromethyl)tetrahydrofuran-2-carbonyl]amino]pyridine-2-carboxamide (S)-phosphate P(=O)(O)(O)O.COC1=C(C=NC(=C1)C(F)(F)F)[C@@H]1[C@H](O[C@@]([C@@H]1C)(C(F)(F)F)C)C(=O)NC1=CC(=NC=C1)C(=O)N